Cl.ClC=1C=CC2=C(C3=C4C(CCNC4C2)=CC=C3OC)C1 10-chloro-1-methoxy-5,6,6a,7-tetrahydro-4H-dibenzo[de,g]quinoline hydrochloride